9-(3-(diethylamino)propyl)-1-(trifluoromethyl)-9H-pyrido[3,4-b]indol-7-ol C(C)N(CCCN1C2=C(C3=CC=C(C=C13)O)C=CN=C2C(F)(F)F)CC